1-(2-chloro-3,4-bis((4-methoxybenzyl)oxy)phenyl)prop-2-yn-1-one ClC1=C(C=CC(=C1OCC1=CC=C(C=C1)OC)OCC1=CC=C(C=C1)OC)C(C#C)=O